4-(1-methyl-3-(1-methyl-1H-imidazol-2-yl)-1H-pyrazol-4-yl)-1H-pyrrolo[2,3-b]pyridine CN1N=C(C(=C1)C1=C2C(=NC=C1)NC=C2)C=2N(C=CN2)C